COC(C(C(CC)=O)N1CCN([C@@H](CC1)C)C(=O)OC(C)(C)C)=O tert-butyl (7R)-4-(1-methoxy-1,3-dioxopentan-2-yl)-7-methyl-1,4-diazepane-1-carboxylate